BrCC(Cl)C1=CC=C(C=C1)Br 1-(2-bromo-1-chloroethyl)-4-bromobenzene